ClC1=CC(=CC=2N1C(=CN2)C#N)C=2C=NN(C2C)C2CCN(CC2)C(=O)OC(C)(C)C tert-Butyl 4-[4-(5-chloro-3-cyano-imidazo[1,2-a]pyridin-7-yl)-5-methyl-pyrazol-1-yl]piperidine-1-carboxylate